8-fluoro-4-methylcumarin FC=1C=CC=C2C(=CC(OC12)=O)C